l-Arginine N[C@@H](CCCNC(N)=N)C(=O)O